C1(CC1)OC1=NN(C=C1)C(=O)OCCCC butyl 3-cyclopropoxy-1H-pyrazole-1-carboxylate